CC1(OB(OC1(C)C)C1=C2C=NC(=NC2=CC=C1)NC(C(C)(C)C)=O)C N-(5-(4,4,5,5-tetramethyl-1,3,2-dioxaborolan-2-yl)quinazolin-2-yl)pivalamide